3-[4-(2-Benzylpyrimidin-5-yl)piperazin-1-yl]-6-(1-methyl-1H-pyrazol-4-yl)pyrazolo[1,5-a]pyridine C(C1=CC=CC=C1)C1=NC=C(C=N1)N1CCN(CC1)C=1C=NN2C1C=CC(=C2)C=2C=NN(C2)C